2-(((3-(5,7-difluoro-2-(4-fluorophenyl)-1H-indol-3-yl)cyclobutyl)methyl)amino)acetamide FC=1C=C2C(=C(NC2=C(C1)F)C1=CC=C(C=C1)F)C1CC(C1)CNCC(=O)N